N1=CC(=CC=C1)NCC1=CC=C(OC2CN(C2)C=2C=CC=C(C2C2=CC=CC=C2)C(=O)OC)C=C1 methyl 6-(3-(4-((pyridin-3-ylamino)methyl)phenoxy)azetidin-1-yl)-[1,1'-biphenyl]-2-carboxylate